ClC1=CC=C2C(=CNC(C2=C1)=O)[C@@H](C)N(C(=O)NC1=CC(=C(C=C1)F)Cl)C |r| Racemic-1-(1-(7-chloro-1-oxo-1,2-dihydroisoquinolin-4-yl)ethyl)-3-(3-chloro-4-fluorophenyl)-1-methylurea